C(\C=C\C(=O)O)(=O)O.C(C)C1=C(N=C(C(=N1)C(=O)N)NC1=CC(=C(C=C1)N1CCC(CC1)N1CCN(CC1)C)OC)NC1CCOCC1.C(C)C1=C(N=C(C(=N1)C(=O)N)NC1=CC(=C(C=C1)N1CCC(CC1)N1CCN(CC1)C)OC)NC1CCOCC1 6-ethyl-3-{3-methoxy-4-[4-(4-methylpiperazin-1-yl)piperidin-1-yl]anilino}-5-[(oxan-4-yl)amino]pyrazine-2-carboxamide hemifumarate